C(C1=CC=CC=C1)NC1=C(C(=O)NC=2C(=NC(=CC2)OC)C)C=CC(=C1)C(F)(F)F 2-(benzylamino)-N-(6-methoxy-2-methylpyridin-3-yl)-4-(trifluoromethyl)-benzamide